N-[(trans)-4-methoxycyclohexyl]-2-(1,3-thiazol-5-yl)quinazoline-4-carboxamide CO[C@@H]1CC[C@H](CC1)NC(=O)C1=NC(=NC2=CC=CC=C12)C1=CN=CS1